4-(5-bromopentylthio)-2-(2,6-dioxopiperidin-3-yl)isoindoline-1,3-dione BrCCCCCSC1=C2C(N(C(C2=CC=C1)=O)C1C(NC(CC1)=O)=O)=O